2-[2-(4-{2-[1-(1H-1,3-benzodiazol-2-yl)-5-hydroxy-3-[4-(trifluoromethyl)phenyl]-1H-pyrazol-4-yl]ethyl}phenoxy)ethoxy]acetic acid N1C(=NC2=C1C=CC=C2)N2N=C(C(=C2O)CCC2=CC=C(OCCOCC(=O)O)C=C2)C2=CC=C(C=C2)C(F)(F)F